FC(OC1=C(C=C(C=C1)C=1OC=C(N1)CNC(C1=C(C=CC=C1)OCC)=O)OC(C)C)F N-[[2-[4-(Difluoromethoxy)-3-[(propan-2-yl)oxy]phenyl]-1,3-oxazol-4-yl]methyl]-2-ethoxybenzamide